CCNCCCCCOC1=CC=C2C=C(C(OC2=C1)=NO)C(C)=O 7-[5-(2-ethylamino)pentyloxy]-3-acetylcoumarin oxime